(trifluoromethyl)indoline-7-carboxylic acid tert-butyl-N-[(1S)-1-[2-(5-bromopyrimidin-2-yl)-1,2,4-triazol-3-yl]ethyl]carbamate C(C)(C)(C)OC(N[C@@H](C)C=1N(N=CN1)C1=NC=C(C=N1)Br)=O.FC(F)(F)N1CCC2=CC=CC(=C12)C(=O)O